C1(CC1)C1=C(C(=NO1)C1=C(C=CC=C1Cl)Cl)C(=O)O[C@@]12N(C[C@@H](CC1)C2)C=2C(=CC1=C(N=CS1)C2C)C(=O)O (1S,4S,5R)-5-[[5-cyclopropyl-3-(2,6-dichlorophenyl)-1,2-oxazole-4-carbonyloxy]-2-azabicyclo[2.2.1]heptan-2-yl]-4-methyl-1,3-benzothiazole-6-carboxylic acid